NC1=NC(=C2N=CN(C2=N1)[C@@H]1C=C[C@H](C1)CO)Cl (1S,4S)-4-[2-amino-6-chloro-9H-purin-9-yl]-2-cyclopenten-1-methanol